2-[3-(6-bromo-2-pyridinyl)-7-methoxy-imidazo[1,2-b]Pyridazin-6-yl]Propan-2-ol BrC1=CC=CC(=N1)C1=CN=C2N1N=C(C(=C2)OC)C(C)(C)O